3-(Benzyloxy)-4-((tert-Butoxycarbonyl)amino)picolinic acid methyl ester COC(C1=NC=CC(=C1OCC1=CC=CC=C1)NC(=O)OC(C)(C)C)=O